phosphonic acid hydrate O.P(O)(O)=O